C(C)N1C(NC2=C(C(=CC=3C2=C1N=CN3)CN3CCN(CC3)C=3C=CC(=NC3C)C(=O)NOC)F)=O 5-(4-((3-ethyl-9-fluoro-2-oxo-2,3-dihydro-1H-pyrimido[4,5,6-de]quinazolin-8-yl)methyl)piperazin-1-yl)-N-methoxy-6-methylpyridineamide